(E)-6-((6-(2-(5-Cyclopropyl-3-(2-(trifluoromethyl)phenyl)isoxazol-4-yl)vinyl)spiro[3.3]heptan-2-yl)methoxy)-4-(trifluoromethyl)chinolin C1(CC1)C1=C(C(=NO1)C1=C(C=CC=C1)C(F)(F)F)/C=C/C1CC2(CC(C2)COC=2C=C3C(=CC=NC3=CC2)C(F)(F)F)C1